C1(CC1)N1N=C(C2=CC=CC(=C12)C(C(=O)O)N1CC(C1)OCCCCCC1=NC=2NCCCC2C=C1)C 2-(1-cyclopropyl-3-methyl-1H-indazol-7-yl)-2-(3-((5-(5,6,7,8-tetrahydro-1,8-naphthyridin-2-yl)pentyl)oxy)azetidin-1-yl)acetic acid